(S)-3-((S)-sec-butyl)-6-fluoro-N-methyl-2-oxo-1,2,3,5-tetrahydro-4H-benzo[e][1,4]diazepine-4-carboxamide [C@H](C)(CC)[C@@H]1N(CC2=C(NC1=O)C=CC=C2F)C(=O)NC